1-methyl-2-((3-(trifluoromethyl)phenyl)ethynyl)-1H-indole CN1C(=CC2=CC=CC=C12)C#CC1=CC(=CC=C1)C(F)(F)F